C(C(CO)(CO)COC(=O)C(C(S)S)(S)S)O pentaerythritol tetrakismercaptopropionate